2-Chloro-5-((4-(2-(4-chlorophenyl)imidazo[1,2-a]pyridin-3-yl)-5-iodo-1H-1,2,3-triazol-1-yl)methyl)benzamide ClC1=C(C(=O)N)C=C(C=C1)CN1N=NC(=C1I)C1=C(N=C2N1C=CC=C2)C2=CC=C(C=C2)Cl